CN1N(CCC1)C(=O)O[C@H]1C[C@H](CC1)C1=CC(=NN1)NC(COC1=C(C(=CC(=C1)OC)O)C=O)=O (1R,3S)-3-(3-(2-(2-formyl-3-hydroxy-5-methoxyphenoxy)acetamido)-1H-pyrazol-5-yl)cyclopentyl 2-methylpyrazolidine-1-carboxylate